ClC=1SC(=C2C1CCC2=O)S(=O)(=O)C 1-chloro-3-methanesulfonyl-4h,5h,6h-cyclopenta[c]thiophen-4-one